trans-4-(2-Amino-2-methylpropanoyl)-N-(1-(4-(((4-aminocyclohexyl)amino)methyl)cyclohex-1-en-1-yl)-2-oxo-1,2-dihydropyrimidin-4-yl)piperazine-1-carboxamide hydrochloride salt Cl.NC(C(=O)N1CCN(CC1)C(=O)NC1=NC(N(C=C1)C1=CCC(CC1)CN[C@@H]1CC[C@H](CC1)N)=O)(C)C